NC1=CC=2C(=NC(N2)=O)C=C1 5-aminobenzimidazole-on